2-aminoOxoethanesulfonamide NCC(S(=O)(=O)N)=O